C1(C=CC2=CC=CC=C12)OC(CC)=O indenylpropionate